[1,2,4]triazolo[5',1':6,1]pyrido[2,3-d]pyrimidine N1=CN=C2C=CC=3C(=NC=NC3)N21